ethylenediaminetetraacetic acid copper disodium salt [Na+].[Na+].[Cu+2].C(CN(CC(=O)[O-])CC(=O)[O-])N(CC(=O)[O-])CC(=O)[O-]